COC(CCCOCCOCCNC(OC(C)(C)C)=O)=O 2,2-dimethyl-4-oxo-3,8,11-trioxa-5-aza-pentadecane-15-oic acid methyl ester